Fmoc-Iodo-Tyrosine C(=O)(OCC1C2=CC=CC=C2C2=CC=CC=C12)N([C@@H](CC1=CC=C(C=C1)O)C(=O)O)I